The molecule is a nucleotide-sugar oxoanion arising from deprotonation of the carboxy and diphosphate groups of 2''-O-malonyl-ADP-D-ribose; major species at pH 7.3. It is a conjugate base of a 2''-O-malonyl-ADP-D-ribose. C1=NC(=C2C(=N1)N(C=N2)[C@H]3[C@@H]([C@@H]([C@H](O3)COP(=O)([O-])OP(=O)([O-])OC[C@@H]4[C@H]([C@H](C(O4)O)OC(=O)CC(=O)[O-])O)O)O)N